C1(=CC=CC=C1)C1CCN(CC1)C1=NC=2N(C=C1)C=CN2 7-(4-Phenylpiperidin-1-yl)imidazo[1,2-a]pyrimidine